BrC=1C=CC(=NC1)CN1CCN(CC1)C 1-((5-bromopyridin-2-yl)methyl)-4-methylpiperazine